BrC=1N=C2C(=NC(=NN2C1)OCC1=NOC(=C1)C)N(CC1=CC=C(C=C1)OC)CC1=CC=C(C=C1)OC bromo-N,N-bis(4-methoxybenzyl)-2-((5-methylisoxazol-3-yl)methoxy)imidazo[2,1-f][1,2,4]triazin-4-amine